(E)-4-((2-(4-((1S,3R)-6-(1-ethyl-1H-pyrazol-4-yl)-3-methyl-2-(2,2,2-trifluoroethyl)-1,2,3,4-tetrahydroisoquinolin-1-yl)-3,5-difluorophenoxy)ethyl)amino)-1-morpholinylbut-2-en-1-one C(C)N1N=CC(=C1)C=1C=C2C[C@H](N([C@@H](C2=CC1)C1=C(C=C(OCCNC/C=C/C(=O)N2CCOCC2)C=C1F)F)CC(F)(F)F)C